O=C1N(C(=CN=C1NCCC1=CC=CC=C1)C1=CC=CC=C1)CC(=O)O 2-(2-oxo-3-(phenethylamino)-6-phenylpyrazin-1(2H)-yl)acetic acid